6-phenoxy-1H-1,3-benzodiazole-2-thiol O(C1=CC=CC=C1)C=1C=CC2=C(NC(=N2)S)C1